[F].[Sn](=O)=O tin dioxide fluorine